C(C)(C)(C)OC([C@@H](CC1=CC2=C(SC=C2C=O)C=C1)[C@@H]1CN(CC1)C(=O)OC(C)(C)C)=O tert-butyl (R)-3-((S)-1-(tert-butoxy)-3-(3-formylbenzo[b]thiophen-5-yl)-1-oxopropan-2-yl)pyrrolidine-1-carboxylate